OC1=C(C=C(C=C1)\C=C/C(=O)NC1=CC=C(C=C1)NC1=CC=CC=C1)OC (Z)-3-(4-hydroxy-3-methoxyphenyl)-N-(4-(phenylamino)phenyl)acrylamide